4-hydroxy-2-methylquinolin OC1=CC(=NC2=CC=CC=C12)C